N1(CCCCCC1)C1=C(C=NC2=CC=C(C=C12)OC)S(=O)(=O)C1=CC=C(C=C1)CC 4-(azepan-1-yl)-3-((4-ethylphenyl)sulfonyl)-6-methoxyquinoline